3-[2-[4-(8-chloro-4-oxo-chromen-2-yl)-2-isopropyl-phenoxy]ethoxy]cyclobutanecarboxylic acid ClC=1C=CC=C2C(C=C(OC12)C1=CC(=C(OCCOC2CC(C2)C(=O)O)C=C1)C(C)C)=O